FC1=CC=C(C=C1)COC1=CC(=NN1C(=O)C1=COC=C1C)C1C(C(N1C(=O)N1CC(CC1)O)=O)C(F)(F)F 4-{5-[(4-Fluorophenyl)methoxy]-1-(4-methylfuran-3-carbonyl)-1H-pyrazol-3-yl}-1-(3-hydroxypyrrolidin-1-carbonyl)-3-(trifluoromethyl)azetidin-2-on